NCCOCCOCCNC([C@H](C(C)C)N1N=NC(=C1)C1=CC=C(C=C1)S(N)(=O)=O)=O (S)-N-(2-(2-(2-aminoethoxy)ethoxy)ethyl)-3-methyl-2-(4-(4-sulfamoylphenyl)-1H-1,2,3-triazol-1-yl)butanamide